OC1=CC(=NN1C1=NC=C(C=C1)C(F)(F)F)C(=O)NC1=CC=C(C=C1)CCO 5-hydroxy-N-(4-(2-hydroxyethyl)phenyl)-1-(5-(trifluoromethyl)pyridin-2-yl)-1H-pyrazole-3-carboxamide